C(CCCCCCCCCCC)(=O)OCC(CO)O 2,3-dihydroxypropan-1-yl laurate